C(CCCCCCCCCCCCCCCCC)C(OP(OC[C@@H](CO)O)(=O)O)(C[N+](C)(C)C)CCCCCCCCCCCCCCCCCC distearyl-sn-glycero-3-phosphorylcholine